FC=1C=C2C(=NNC2=CC1OCCOC)C1=CC(=NO1)C1=CC=C(C(=O)N2CC3(C2)CCOCC3)C=C1 2-(4-{5-[5-Fluoro-6-(2-methoxyethoxy)-1H-indazol-3-yl]-1,2-oxazol-3-yl}benzoyl)-7-oxa-2-azaspiro[3.5]nonan